2-amino-3-methyl-N-((7R)-5,6,7,8-tetrahydroimidazo[1,2-a]pyridin-7-ylmethyl)-N-((5-(trifluoromethyl)-2-pyridinyl)methyl)-6-quinolinecarboxamide NC1=NC2=CC=C(C=C2C=C1C)C(=O)N(CC1=NC=C(C=C1)C(F)(F)F)C[C@H]1CC=2N(CC1)C=CN2